5-nitro-indole [N+](=O)([O-])C=1C=C2C=CNC2=CC1